3-Chloro-8-ethyl-6-(3-oxa-9-azabicyclo[3.3.1]nonane-9-carbonyl)pyrido[2,3-c]pyridazin-5-one ClC1=CC2=C(N=N1)N(C=C(C2=O)C(=O)N2C1COCC2CCC1)CC